4-methyl-6-(4-(((3S,5R)-3-methyl-5-(4-methyl-1-oxo-1,3-dihydroisobenzofuran-5-yl)piperazin-1-yl)methyl)-1H-imidazol-1-yl)nicotinonitrile CC1=CC(=NC=C1C#N)N1C=NC(=C1)CN1C[C@@H](N[C@@H](C1)C=1C(=C2COC(C2=CC1)=O)C)C